3-(5-(((1-(6-amino-5-(2,3-dichlorophenyl)pyrazin-2-yl)-4-methylpiperidin-4-yl)amino)methyl)-1-oxoisoindoline-2-yl)piperidine-2,6-dione NC1=C(N=CC(=N1)N1CCC(CC1)(C)NCC=1C=C2CN(C(C2=CC1)=O)C1C(NC(CC1)=O)=O)C1=C(C(=CC=C1)Cl)Cl